benzoic hydrazide C(C1=CC=CC=C1)(=O)NN